NN1CCC(C1)F amino-4-fluoropyrrolidine